Ytterbium (III) triflat [O-]S(=O)(=O)C(F)(F)F.[Yb+3].[O-]S(=O)(=O)C(F)(F)F.[O-]S(=O)(=O)C(F)(F)F